2-bromo-5-[3-fluoro-5-(trifluoromethyl)phenyl]-6,7-dihydro-5H-pyrrolo[1,2-b][1,2,4]triazol-7-ol BrC=1N=C2N(N1)C(CC2O)C2=CC(=CC(=C2)C(F)(F)F)F